CC=1C=C2C(=C(NC2=CC1C(=O)[O-])CCCCC)CC(=O)O.[Na+].[Na+].CC=1C=C2C(=C(NC2=CC1C(=O)[O-])CCCCC)CC(=O)O disodium 5-methyl-2-pentyl-3-(carboxymethyl)-1H-indole-6-carboxylate